fluorooctyl-ethoxysilicon FCCCCCCCC[Si]OCC